C(C)OC(=O)C=1NC=CC1NCC1=C(C=CC=C1)C1CCN(CC1)C(=O)OC(C)(C)C tert-butyl 4-(2-(((2-(ethoxycarbonyl)-1H-pyrrol-3-yl)amino)methyl)phenyl)piperidine-1-carboxylate